C(C)[C@H]1[C@H](C[C@H](N(C1)C1=CC(N(C=2C=CC(=NC12)C#N)C)=O)C)OC1=NC=C(C=C1)OC(C)C 8-((2R,4S,5R)-5-ethyl-4-((5-isopropoxypyridin-2-yl)oxy)-2-methylpiperidin-1-yl)-5-methyl-6-oxo-5,6-dihydro-1,5-naphthyridine-2-carbonitrile